(3S)-3-amino-N-cyclopentyl-2-hydroxy-4-((S)-2-oxopyrrolidin-3-yl)butanamide hydrochloride Cl.N[C@H](C(C(=O)NC1CCCC1)O)C[C@H]1C(NCC1)=O